ethyl 2-(7-{[(benzyloxy)carbonyl]amino}-5'-fluoro-1'-methyl-3-(piperidin-4-yl)-[4,6'-biindazol]-1-yl)acetate C(C1=CC=CC=C1)OC(=O)NC1=CC=C(C=2C(=NN(C12)CC(=O)OCC)C1CCNCC1)C1=C(C=C2C=NN(C2=C1)C)F